2-(2-methoxypyridin-4-yl)-4-(3-phenoxybenzal)oxazol-5(4H)-one COC1=NC=CC(=C1)C=1OC(C(N1)=CC1=CC(=CC=C1)OC1=CC=CC=C1)=O